CC1(OB(OC1(C)C)[C@@H]1[C@H](C1)C=1C=NC=CC1)C 3-[(1S,2S)-2-(4,4,5,5-tetramethyl-1,3,2-dioxaborolan-2-yl)cyclopropyl]pyridine